C1(CC1)CNC(=O)C1=C(C=C(C=C1F)C=1C(=CC(=C(C1)NC(=O)C1=CNC(C=C1C(F)(F)F)=O)N1C[C@H](N([C@H](C1)C)C)C)F)F |r| N-[5-[4-(cyclopropylmethylcarbamoyl)-3,5-difluorophenyl]-4-fluoro-2-[rac-(3R,5S)-3,4,5-trimethylpiperazin-1-yl]phenyl]-6-oxo-4-(trifluoromethyl)-1H-pyridine-3-carboxamide